(S)-7-bromo-2,8-difluoro-4-(6-hydroxy-6-methyl-1,4-oxazepan-4-yl)quinazoline-6-carbonitrile BrC1=C(C=C2C(=NC(=NC2=C1F)F)N1CCOC[C@@](C1)(C)O)C#N